CC1CC2(N(C(C1)C2)C(NC2=NC=C(C(=C2)C2=NN1C(C=N2)=CC=C1)C(F)(F)F)=O)C(=O)O 3-methyl-6-((4-(pyrrolo[2,1-f][1,2,4]triazin-2-yl)-5-(trifluoromethyl)pyridin-2-yl)carbamoyl)-6-azabicyclo[3.1.1]heptane-1-carboxylic acid